ClC=1C=C(C(=O)OC(C)(C)C)C=C(N1)Cl Tert-butyl 2,6-dichloroisonicotinate